ClC1=CC=C(C(=N1)C(=O)NC1=CC=NC=C1)NC(C)C=1C=2C3=C(N(C(C2C=C(C1)C)=O)C)N(N=C3)CC 6-chloro-3-((1-(3-ethyl-4,7-dimethyl-5-oxo-4,5-dihydro-3H-pyrazolo[3,4-c]isoquinolin-9-yl)ethyl)amino)-N-(pyridin-4-yl)picolinamide